5-((S)-4-(4-fluoropyrazolo[1,5-a]pyridin-2-yl)-1,4,6,7-tetrahydro-5H-imidazo[4,5-c]pyridin-5-yl)-N-((1r,4S)-4-hydroxy-4-methylcyclohexyl)pyrazine-2-carboxamide FC=1C=2N(C=CC1)N=C(C2)[C@H]2N(CCC1=C2N=CN1)C=1N=CC(=NC1)C(=O)NC1CCC(CC1)(C)O